BrC1=CC=2N(C=C1)N=C(N2)C#N 7-bromo-[1,2,4]triazolo[1,5-a]pyridine-2-carbonitrile